C1(CCCO1)=[Se] 4-selenobutyrolactone